[N-](S(=O)(=O)C(F)(F)C(F)(F)F)S(=O)(=O)C(F)(F)C(F)(F)F.C[N+]1(CCCCC1)CCCCCC 1-methyl-1-hexylpiperidinium bis(pentafluoroethanesulfonyl)imide salt